ClC=1C=CC2=C([C@@H](CC3=NC=CC=C3O2)CN)C1 |o1:6| (R*)-(8-chloro-10,11-dihydrobenzo[6,7]oxepino[3,2-b]pyridin-10-yl)methanamine